7-(4-(4-(tert-butoxycarbonyl)piperazin-1-yl)phenyl)-3-iodoimidazo[1,2-b]pyridazine-6-carboxylic acid C(C)(C)(C)OC(=O)N1CCN(CC1)C1=CC=C(C=C1)C1=CC=2N(N=C1C(=O)O)C(=CN2)I